3-(6-methylpyridin-3-yl)-3-oxopropionitrile CC1=CC=C(C=N1)C(CC#N)=O